[C@H]12OC[C@H](N(C1)C1CCN(CC1)C1=C(C=C(C(=C1)OC)NC1=NC=NC(=C1)N1OCC[C@@H]1C1=CC(=CC(=C1)F)Cl)NC(C=C)=O)C2 N-(2-(4-((1R,4R)-2-oxa-5-azabicyclo[2.2.1]heptane-5-yl)piperidine-1-yl)-5-((6-((R)-3-(3-chloro-5-fluorophenyl)isoxazolidine-2-yl)pyrimidine-4-yl)amino)-4-methoxyphenyl)acrylamide